CN1C(C(=CC2=CC(=CC=C12)[N+](=O)[O-])OCC(C)=O)=O 1-methyl-6-nitro-3-(2-oxopropoxy)-1,2-dihydroquinolin-2-one